NC=1C=C(C=C2C=C(N=CC12)NC(=O)[C@H]1[C@@H](C1)C#N)N1C(N(C2=C1C=CC=C2)C)=O trans-N-(8-amino-6-(3-methyl-2-oxo-2,3-dihydro-1H-benzo[d]imidazol-1-yl)isoquinolin-3-yl)-2-cyanocyclopropane-1-carboxamide